O=C(CCCC(=O)O)OC1=C2C(=CNC2=CC=C1)CCN1CCCC1 5-oxo-5-((3-(2-(pyrrolidin-1-yl)ethyl)-1H-indol-4-yl)oxy)pentanoic acid